4-(5-chloro-2-formyl-1-methyl-1H-pyrrolo[2,3-c]pyridin-4-yl)benzonitrile ClC=1C(=C2C(=CN1)N(C(=C2)C=O)C)C2=CC=C(C#N)C=C2